C(=O)(O)CCN(CCOC12CC3(CC(CC(C1)(C3)C)(C2)C)CN2N=CC(=C2C)C=2C(=NC=CC2)C(=O)O)C2CCNCC2 (1-[(3-{2-[(2-carboxyethyl)(piperidin-4-yl)amino]ethoxy}-5,7-dimethyltricyclo[3.3.1.13,7]dec-1-yl)methyl]-5-methyl-1H-pyrazol-4-yl)pyridine-2-carboxylic Acid